C(#C)C1=NC(=NC(=N1)C#C)C#C 2,4,6-tri-ethynyl-1,3,5-triazine